6-Chloro-7-methoxy-4-chromanone ClC=1C=C2C(CCOC2=CC1OC)=O